(2-((tert-butoxycarbonyl)amino)ethyl)(methyl)carbamate C(C)(C)(C)OC(=O)NCCOC(NC)=O